[Na+].NC=1C(=CC2=CC(=CC=C2C1)S(=O)(=O)O)S(=O)(=O)[O-] 3-amino-2,7-naphthalenedisulfonate monosodium